2,4-di-tert-butyl-4-methylphenol C(C)(C)(C)C1=C(C=CC(C1)(C)C(C)(C)C)O